2-[1-(benzyloxy)ethyl]-4-chloro-6-(cyclopropylamino)benzenesulfonamido-3-(6-fluoro-2,3-dimethylphenyl)butanoate C(C1=CC=CC=C1)OC(C)C1=C(C(=CC(=C1)Cl)NC1CC1)S(=O)(=O)NC(C(=O)[O-])C(C)C1=C(C(=CC=C1F)C)C